Titanium Butanol C(CCC)O.[Ti]